C1(=CC=CC=C1)C1(C2CCN(CC12)C1=NC=2C(=NC=C(N2)SC=2C(=NC=CC2)C(F)(F)F)N1)CN [7-phenyl-3-[5-[2-(trifluoromethyl)pyridin-3-yl]sulfanyl-1H-imidazo[4,5-b]pyrazin-2-yl]-3-azabicyclo[4.1.0]heptan-7-yl]methanamine